FC1=C(C=CC=C1)C1=C(C=CC=C1)O 2-(2'-fluorophenyl)-phenol